COC1=CC2=C(N(N=N2)C=2C=C(C=CC2)NS(=O)(=O)N)C=C1 N-(3-(5-methoxy-1H-benzo[d][1,2,3]triazol-1-yl)phenyl)sulfamide